bisphenol-a phthalate C(C=1C(C(=O)O)=CC=CC1)(=O)O.OC1=CC=C(C=C1)C(C)(C)C1=CC=C(C=C1)O